O1CCN(CC1)CC1=CC=C(C=C1)C#CC1=CC=C(C=C1)C1=CC(=NO1)CN1C(=NC=C1)C(=O)OCC Ethyl 1-((5-(4-((4-(morpholinomethyl)phenyl)ethynyl)phenyl)isoxazol-3-yl)methyl)-1H-imidazol-2-carboxylate